(3-fluoro-4-(3-(6-morpholinylpyridin-3-yl)-1H-pyrazolo[3,4-c]pyridin-5-yl)-5-(trifluoromethyl)phenyl)-N-methylmethanamine FC=1C=C(C=C(C1C=1C=C2C(=CN1)NN=C2C=2C=NC(=CC2)N2CCOCC2)C(F)(F)F)CNC